O[C@H]1[C@@H](COCC1)N1C(C2=CC(=C(C(=C2C1)C)C)CC1=CC=C(C=C1)N1N=CC=C1)=O (trans-4-hydroxytetrahydro-2H-pyran-3-yl)-4,5-dimethyl-6-(4-(1H-pyrazol-1-yl)benzyl)-2,3-dihydro-1H-isoindol-1-one